O1C(=CC=C1)C1=CC=C(C=C1)CNC(=O)C1N(C(CN(C1)CC1=NC=CC=C1O)C)C(C(C)C)=O N-{[4-(furan-2-yl)phenyl]methyl}-4-[(3-hydroxypyridin-2-yl)methyl]-6-methyl-1-(2-methylpropanoyl)piperazine-2-carboxamide